(3R)-3-(tert-butoxymethyl)-piperazin-2-one C(C)(C)(C)OC[C@@H]1C(NCCN1)=O